F[C@H]1C[C@H](N2N=C(C=C21)[S@@](=O)CC#N)C2=CC=CC=C2 2-((S)-((4S,6S)-4-fluoro-6-phenyl-5,6-dihydro-4H-pyrrolo[1,2-b]pyrazol-2-yl)sulfinyl)acetonitrile